boron-tellurium [Te].[B]